BrC1=CC(=C(C=C1)N1C(N(C=C1)C)=O)Cl 1-(4-bromo-2-chlorophenyl)-3-methyl-1H-imidazol-2(3H)-one